C(C)(C)(C)OC(C1=C(C(=CC=C1)C1=CC=C(C=C1)NC(C1=CC=CC=C1)=O)NC(C(C)NC(C(=O)NC1=C(C=CC(=C1)Cl)N1N=NN=C1)=O)=O)=O 3-(4-benzoylaminophenyl)-2-(2-(((5-chloro-2-(1H-tetrazol-1-yl)phenyl)amino)-2-oxoacetamido)propanamido)benzoic acid tert-butyl ester